COC1=CC=C(C=N1)[C@H]1CC(CCC1)=O (R)-3-(6-methoxypyridin-3-yl)cyclohexan-1-one